7-Chloro-5-methoxy-3-methylimidazo[1,2-a]pyridine ClC1=CC=2N(C(=C1)OC)C(=CN2)C